Bis(2-hydroxypropyl)octanamide OC(CC(C(=O)N)(CCCCCC)CC(C)O)C